BrC1=CC=C(C=C1)/C=C/C(=O)N1CCN(CC1)C(C1=CC=C(C=C1)O)=O (E)-3-(4-bromophenyl)-1-(4-(4-hydroxybenzoyl)piperazin-1-yl)prop-2-en-1-one